C[NH+]1C=NCC1 methyl-imidazolinium